3,5-dimethyl-N-(4-methyl-1-azabicyclo[3.2.2]non-4-yl)-4-(4-phenylpyrimidin-2-yl)piperazine-1-carboxamide CC1CN(CC(N1C1=NC=CC(=N1)C1=CC=CC=C1)C)C(=O)NC1(CCN2CCC1CC2)C